8-(1-(2,2-difluoroethyl)-1H-pyrazolo[3,4-b]pyrazin-6-yl)-2-(5-ethyl-2-(trifluoromethyl)thiazol-4-yl)-2,8-diazaspiro[4.5]decan-3-one FC(CN1N=CC=2C1=NC(=CN2)N2CCC1(CC(N(C1)C=1N=C(SC1CC)C(F)(F)F)=O)CC2)F